N-({4-amino-1H,3H-furo[3,4-c]quinolin-7-yl}methyl)-2-cyclopropyl-N-(4,4-difluoro-1,1-dioxo-3,4-dihydro-2H-1λ6-benzothiopyran-8-yl)pyrimidine-5-carboxamide NC1=NC=2C=C(C=CC2C2=C1COC2)CN(C(=O)C=2C=NC(=NC2)C2CC2)C2=CC=CC=1C(CCS(C12)(=O)=O)(F)F